OC(=O)C(F)(F)F.C1(CCC1)CN(CCN1C2CC(CC1CC2)C=2C=C(C(=O)N)C=CC2)C(C(CO)(C)CO)=O 3-endo-(8-{2-[cyclobutylmethyl-(3-hydroxy-2-hydroxymethyl-2-methylpropionyl)-amino]ethyl}-8-azabicyclo[3.2.1]oct-3-yl)-benzamide TFA salt